ONC(C1=CC=C(C=C1)OC1=NC=CC=C1)=N N-hydroxy-4-(pyridin-2-yloxy)benzimidamide